tetramethylammonium dibromide [Br-].[Br-].C[N+](C)(C)C.C[N+](C)(C)C